ClC1=C(C(=O)N[C@H](C)C2=CC=CC3=CC=CC=C23)C=C(C=C1)N1CC(NCC1)C(F)(F)F 2-Chloro-N-[(1R)-1-(1-naphthyl)ethyl]-5-[3-(trifluoromethyl)piperazin-1-yl]benzamide